FC(C1=CC=C(C(=N1)OC)[C@H]1[C@@H](O[C@]([C@H]1C)(C(F)(F)F)C)C(=O)OCC)F ethyl (2R,3S,4S,5R)-3-(6-(difluoromethyl)-2-methoxypyridin-3-yl)-4,5-dimethyl-5-(trifluoromethyl)tetrahydrofuran-2-carboxylate